CN(CCC1(C(C=C(C=C1)NC1=NC=C(C(=N1)C1=CNC2=C(C=CC=C12)C)OC)[N+](=O)[O-])NC)C 1-(2-(dimethylamino)ethyl)-N1-methyl-N4-(5-methoxy-4-(7-methyl-1H-indol-3-yl)pyrimidin-2-yl)-2-nitrobenzene-1,4-diamine